FC(C=1C=C(C=C(C1)C(F)(F)F)C1=CC=C(C=N1)SCC(=O)O)(F)F ((6-(3,5-bis(trifluoromethyl)phenyl)pyridin-3-yl)sulfanyl)acetic acid